methyl (1R,2R)-2-propionylcyclobutane-1-carboxylate C(CC)(=O)[C@H]1[C@@H](CC1)C(=O)OC